1,3-diphenyl-1,3,5-hexatriene C1(=CC=CC=C1)C=CC(=CC=C)C1=CC=CC=C1